[Br-].C(C(=C)C)(=O)OCCC[P+](C1=CC=CC=C1)(C1=CC=CC=C1)C1=CC=CC=C1 methacryloxypropyl-triphenyl-phosphonium bromide